FC1=C(C(=CC=C1)C)S(=O)(=O)NC=1C(=NC=C(C1)C=1C=CC=2N=CN=C(C2N1)N1CCN(CC1)C(\C=C\C(C)=O)=O)OC (E)-2-fluoro-N-(2-methoxy-5-(4-(4-(4-oxopent-2-enoyl)piperazin-1-yl)pyrido[3,2-d]pyrimidin-6-yl)pyridin-3-yl)-6-methylbenzenesulfonamide